O1CCN(CC1)C=1OC2=C(N1)C=CC=C2 morpholinobenzo[d]oxazol